C(C)OC=1C=NC(=NC1)N1CCC(CC1)CCCOC1=CC(=C(C=C1)CC(=O)N1CC(C1)CC(=O)N)F 2-[1-[2-[4-[3-[1-(5-ethoxypyrimidin-2-yl)-4-piperidinyl]propoxy]-2-fluoro-phenyl]acetyl]azetidin-3-yl]acetamide